2-fluoro-4-((4-methylpiperazin-1-yl)sulfonyl)aniline FC1=C(N)C=CC(=C1)S(=O)(=O)N1CCN(CC1)C